ON1C(C=C(C=C1CC1=CC=C(C=C1)C)C)=O 1-hydroxy-4-methyl-6-(4-methylbenzyl)-2-pyridone